CN(C1CN(C1)C=1C=NC2=CC=C(C=C2C1)C=1N=CNC1C1=NC(=CC=C1)C)C N,N-dimethyl-1-[6-[5-(6-methyl-2-pyridyl)-1H-imidazol-4-yl]-3-quinolyl]azetidin-3-amine